6-(4-fluorophenyl)-5-((1-((3-methylisoxazol-4-yl)sulfonyl)azetidin-3-yl)oxy)isoindolin FC1=CC=C(C=C1)C1=C(C=C2CNCC2=C1)OC1CN(C1)S(=O)(=O)C=1C(=NOC1)C